ClC=1C=C2C(=C3C4(NC(NC13)=O)CCCCC4)OC(=C2)CNCCC 5'-chloro-2'-[(propylamino)methyl]-7',8'-dihydro-6'H-spiro[cyclohexane-1,9'-furo[2,3-f]quinazoline]-7'-one